C(C)(=O)OC1=CC=CC=C1 1-acetoxybenzene